Cl.C1CC12CNCC2O 5-azaspiro[2.4]heptan-7-ol hydrochloride